[Na+].[Na+].N(C1=CC=CC=C1)C1=NC(=NC(=N1)N(C)CCO)NC=1C=C(C(=CC1)C=CC=1C(=CC(=CC1)NC1=NC(=NC(=N1)NC1=CC=CC=C1)N(CCO)C)S(=O)(=O)[O-])S(=O)(=O)[O-] 4,4'-bis[(4-anilino-6-(N-2-hydroxyethyl-N-methylamino)-s-triazine-2-yl)amino]2,2'-stilbenedisulfonic acid disodium salt